Cl.N[C@H](CO)C(=O)OC Methyl D-serinate hydrochloride